(2S)-2-amino-3-(3-pyridyl)propanoic acid N[C@H](C(=O)O)CC=1C=NC=CC1